BrC=1C2=CN(N=C2C(=CC1)C(=O)O)CCOC 4-bromo-2-(2-methoxyethyl)indazole-7-carboxylic acid